1,6-dichlorofructose ClC(O)C(=O)[C@@H](O)[C@H](O)[C@H](O)C(O)Cl